BrC1=CC=C(C=N1)C=1C=CC(=NC1)N(C(OC(C)(C)C)=O)C Tert-Butyl N-[5-(6-bromanylpyridin-3-yl)pyridin-2-yl]-N-methyl-carbamate